ClC1=C(C=CC=C1C1=C(C(=NC=C1)Cl)Cl)NC(=O)C=1N(C2=C(CN(CC2)CCOC2CCCCC2)N1)C N-(2-Chloro-3-(2,3-dichloropyridin-4-yl)phenyl)-5-(2-(cyclohexyloxy)ethyl)-1-methyl-4,5,6,7-tetrahydro-1H-imidazo[4,5-c]pyridine-2-carboxamide